1,3-bis(1,1,3,3-tetramethylbutyl)imidazolium phosphorus [P+3].CC(CC(C)(C)C)(C)N1C=[N+](C=C1)C(CC(C)(C)C)(C)C